C(C1=CC=CC=C1)NC1CCC(CC1)OC1=C2C=CC=NC2=CC(=N1)N1CCOCC1 (1s,4s)-N-benzyl-4-((7-morpholino-1,6-naphthyridin-5-yl)oxy)cyclohexan-1-amine